C(C)(C)(C)OC(=O)N1C[C@@H](OCC1)CO (2R)-2-(hydroxymethyl)morpholine-4-carboxylic acid tert-butyl ester